3-([[2-(2,6-Dioxopiperidin-3-yl)-1,3-dioxoisoindol-4-yl]oxy]methyl)azetidine-1-carboxylic acid tert-butyl ester C(C)(C)(C)OC(=O)N1CC(C1)COC1=C2C(N(C(C2=CC=C1)=O)C1C(NC(CC1)=O)=O)=O